2-(4-methyl-5-(methylthio)-6-(thiophen-2-yl)pyridazin-3-yl)ethanol CC1=C(N=NC(=C1SC)C=1SC=CC1)CCO